C(C)(C)(C)OC(=O)N1C(C(C1)C)NC(=O)C=1N(C=C(N1)N)CC (4-amino-1-ethyl-1H-imidazole-2-carboxamido)-3-methylazetidine-1-carboxylic acid tert-butyl ester